(4-methylthiobenzoyl)-1-methyl-1-morpholinyl-ethane CC1=CC=C(C(=S)C(C)(N2CCOCC2)C)C=C1